C(C)(C)(C)OC(=O)N(C(OC(C)(C)C)=O)C1=C(C(=NC(=C1)Cl)Cl)F Tert-butyl (tert-butoxycarbonyl)(2,6-dichloro-3-fluoropyridin-4-yl)carbamate